OC(CC(=O)O)(C)C 3-hydroxy-3-Methylbutyric acid